CN1N=CC2=C1C(NNC2=O)=O 1-methyl-5,6-dihydro-1H-pyrazolo[3,4-d]pyridazine-4,7-dione